C(C)OC(CCN1[C@H](CN(CC1)C(=O)OC(C)(C)C)C)=O tert-butyl (3S)-4-(3-ethoxy-3-oxopropyl)-3-methylpiperazine-1-carboxylate